N-(3-bromo-2-methylphenyl)-5-(2-hydroxypropyl)-N,1-dimethyl-4,5,6,7-tetrahydro-1H-imidazo[4,5-c]pyridine-2-carboxamide BrC=1C(=C(C=CC1)N(C(=O)C=1N(C2=C(CN(CC2)CC(C)O)N1)C)C)C